C(C1=CC=CC=C1)NC(N[C@H](C(=O)NC1=NC=CC(=C1)CN1C(N[C@@H](C1)C(F)(F)F)=O)C1CCC(CC1)(F)F)=O (S)-2-(3-Benzylureido)-2-(4,4-difluorocyclohexyl)-N-(4-(((S)-2-oxo-4-(trifluoromethyl)imidazolidin-1-yl)methyl)pyridin-2-yl)acetamide